N-(4-(3-(4,4,5,5-Tetramethyl-1,3,2-dioxaborolan-2-yl)cyclopent-3-en-1-yl)phenyl)acetamide CC1(OB(OC1(C)C)C=1CC(CC1)C1=CC=C(C=C1)NC(C)=O)C